Dimethyl malate C(C(O)CC(=O)OC)(=O)OC